C(CCCC(=O)OCCCCCCCC)(=O)OCC(COC(CC(CCCCC)CCCCC)=O)(COC(CC(CCCCC)CCCCC)=O)COC(CCCN(C)C)=O 2-({[4-(Dimethylamino)butanoyl]oxy}methyl)-3-[(3-pentyloctanoyl)oxy]-2-{[(3-pentyloctanoyl)oxy]methyl}propyl octyl pentanedioate